C1(=C(C(=CC(=C1)C)C)N1CN(C=C1)CC1=C(C=C(C=C1C)C)C)C 1-mesityl-3-(2,4,6-trimethylbenzyl)-1H-imidazol